ClC=1C=C(C(=C(C1)C1OCC1O)C=1CCOCC1)C 5-chloro-2-(3,6-dihydro-2H-pyran-4-yl-3-methylphenyl)oxetan-3-ol